NC=1C=C(C=CC1C)NC(C1=CC(=CC=C1)C1(CC1)C#N)=O N-(3-amino-4-methylphenyl)-3-(1-cyanocyclopropyl)benzamide